NC1=C(C2=C(C=3N(C=N2)C=CN3)N1C1=C(C(=CC=C1C)O)C)C(=O)N 2-amino-1-(3-hydroxy-2,6-dimethylphenyl)-1H-imidazo[1,2-c]pyrrolo[2,3-e]pyrimidine-3-carboxamide